CNC[C@H](O)[C@@H](O)[C@H](O)[C@H](O)CO.CNC[C@H](O)[C@@H](O)[C@H](O)[C@H](O)CO.CNCCCC N-methylbutylamine bis(N-methyl-D-glucamine) salt